methyl-(triisobutylsilyl)dimethylketene CC(C(=C=O)C)[Si](CC(C)C)(CC(C)C)CC(C)C